tert-Butyl (R)-2-((tert-butoxycarbonyl)amino)-3-(4-(fluoromethoxy)phenyl)propanoate C(C)(C)(C)OC(=O)N[C@@H](C(=O)OC(C)(C)C)CC1=CC=C(C=C1)OCF